4-ETHOXY-2-(TRIFLUOROMETHOXY)PHENYLBORONIC ACID C(C)OC1=CC(=C(C=C1)B(O)O)OC(F)(F)F